N1C=C(C2=CC=CC=C12)CC(C)NC12CC(C1)(C2)CO (3-((1-(1H-indol-3-yl)propan-2-yl)amino)bicyclo[1.1.1]Pentane-1-yl)methanol